The molecule is a mannooligosaccharide derivative that is alpha-D-mannopyranosyl-(1->3)-alpha-D-mannopyranosyl-(1->6)-beta-D-mannopyranosyl-(1->4)-2-acetamido-2-deoxy-alpha-D-glucopyranose in which the hydroxy group at position 3 of the mannopyranosyl residue attached to the acetamidoglucose moiety has been glycosylated by an alpha-D-mannopyranosyl group. It is an amino pentasaccharide, a member of acetamides and a mannooligosaccharide derivative. CC(=O)N[C@@H]1[C@H]([C@@H]([C@H](O[C@@H]1O)CO)O[C@H]2[C@H]([C@H]([C@@H]([C@H](O2)CO[C@@H]3[C@H]([C@H]([C@@H]([C@H](O3)CO)O)O[C@@H]4[C@H]([C@H]([C@@H]([C@H](O4)CO)O)O)O)O)O)O[C@@H]5[C@H]([C@H]([C@@H]([C@H](O5)CO)O)O)O)O)O